Cl.NC1CN(C1)C(CC1CC1)=O (3-aminoazetidin-1-yl)-2-cyclopropylethan-1-one hydrochloride